Racemic-N-(1-(6,7-difluoro-4-oxo-3,4-dihydrophthalazin-1-yl)ethyl)-N-methylbenzo[d]thiazole-6-carboxamide FC=1C=C2C(NN=C(C2=CC1F)[C@@H](C)N(C(=O)C1=CC2=C(N=CS2)C=C1)C)=O |r|